1-bromo-3,6-bischlorocarbazole BrC1=CC(=CC=2C3=CC(=CC=C3NC12)Cl)Cl